tert-butyl (3S,5R)-3-methyl-5-(4-methyl-1-oxo-1,3-dihydroisobenzofuran-5-yl-3-d)piperazine-1-carboxylate C[C@H]1CN(C[C@H](N1)C=1C(=C2C(OC(C2=CC1)=O)[2H])C)C(=O)OC(C)(C)C